C12(CC3(CC(CC(C1)(C3)O)(C2)O)O)O adamantan-1,3,5,7-tetraol